FC1=CC=C2C(=NC(=NC2=C1)C)N1CC=2C=C(C=NC2CC1)C(F)(F)F 7-fluoro-2-methyl-4-[3-(trifluoromethyl)-7,8-dihydro-5H-1,6-naphthyridin-6-yl]quinazoline